1-(7-benzyl-2,5-dioxa-8-azaspiro[3.4]oct-8-yl)prop-2-en-1-one C(C1=CC=CC=C1)C1COC2(COC2)N1C(C=C)=O